BrC1=CN=C2C(=N1)N(C(=C2)C(C)(C)C)C 3-Bromo-6-tert-butyl-5-methyl-pyrrolo[2,3-b]pyrazine